O1C(=CC=C1)C1=NN2C(N=C(N=C2N)NCCC2=CC=C(C=C2)NC)=N1 2-(furan-2-yl)-N5-(4-(methylamino)phenethyl)-[1,2,4]triazolo[1,5-a][1,3,5]triazine-5,7-diamine